(difluoromethylsulfonyl)benzene FC(S(=O)(=O)C1=CC=CC=C1)F